tert-Butyl (6-(4-((5-cyano-6-(2H-1,2,3-triazol-2-yl)pyridin-3-yl)carbamoyl)-5-(trifluoromethyl)-1H-pyrazol-1-yl)pyridin-2-yl)carbamate C(#N)C=1C=C(C=NC1N1N=CC=N1)NC(=O)C=1C=NN(C1C(F)(F)F)C1=CC=CC(=N1)NC(OC(C)(C)C)=O